12-tricosaynoic acid C(CCCCCCCCCCC#CCCCCCCCCCC)(=O)O